COC(C1=CC(=CC=C1)S(N)(=O)=O)=O 3-(sulfamoyl)benzoic acid methyl ester